(4-bromopyridin-3-yl)(3-nitropyrazolo[1,5-a]pyrazin-2-yl)methanone BrC1=C(C=NC=C1)C(=O)C1=NN2C(C=NC=C2)=C1[N+](=O)[O-]